C(C)(C)(C)N(C(O)=O)[C@H](C(=O)NC1=NC(=CC=C1)Br)C(C)C.OC1=CC=C(C=C1)CCC(=O)O para-hydroxybenzenepropionic acid (S)-tert-butyl-1-(6-bromopyridin-2-ylamino)-3-methyl-1-oxobutan-2-ylcarbamate